ClC1(C(NC2=CC=CC=C12)=O)C1=C(C=CC=C1)OC 3-chloro-3-(2-methoxy-phenyl)-2-oxo-2,3-dihydro-1H-indole